1-(4-chloro-6-methylpyrimidin-5-yl)cyclopropane-1-carboxylic acid ClC1=NC=NC(=C1C1(CC1)C(=O)O)C